(S)-5-((S)-5-Chloro-6-fluoro-2-((methylamino)methyl)-2-phenyl-2,3-dihydrobenzofuran-4-yl)-4-fluoro-1-(2-hydroxyethyl)indoline-6-carboxamide ClC=1C(=CC2=C(C[C@](O2)(C2=CC=CC=C2)CNC)C1C=1C(=C2CCN(C2=CC1C(=O)N)CCO)F)F